tert-butyl 5-[2-chloro-6-cyano-4-[1-[4-[[2-(methanesulfonamido)pyrimidin-4-yl]methoxy]phenyl]-1-methyl-ethyl]phenoxy]pentanoate ClC1=C(OCCCCC(=O)OC(C)(C)C)C(=CC(=C1)C(C)(C)C1=CC=C(C=C1)OCC1=NC(=NC=C1)NS(=O)(=O)C)C#N